ClC=1C=C(C=CC1)C(CCN)N 1-(3-chlorophenyl)propane-1,3-diamine